5-(4-((8-fluoro-2-methyl-3-oxo-3,4-dihydroquinoxalin-6-yl)methyl)piperazin-1-yl)-6-methyl-N-(tetrahydrofuran-3-yl)pyridinecarboxamide FC=1C=C(C=C2NC(C(=NC12)C)=O)CN1CCN(CC1)C=1C=CC(=NC1C)C(=O)NC1COCC1